ClCC(=O)N(CC(C)(C)C)[C@H]1CS(CC1)(=O)=O (R)-2-chloro-N-(1,1-dioxidotetrahydrothiophen-3-yl)-N-neopentylacetamide